ClC=1C=C(C(=O)N(C)C(C)C2=CNC(C3=CC(=C(C=C23)F)F)=O)C=CC1F 3-Chloro-N-(1-(6,7-difluoro-1-oxo-1,2-dihydroisoquinolin-4-yl)ethyl)-4-fluoro-N-methylbenzamide